Cl.FC(OC=1C=C2CCC=C(C2=CC1)CN)F [6-(difluoromethoxy)-3,4-dihydronaphthalen-1-yl]methylamine, hydrochloride